N1N=CC2=CC(=CC=C12)C1=CC2=C(N(C3=C(O2)C=C(C=N3)C=3C=C2C=NNC2=CC3)CCOCCN3CCOCC3)N=C1 3,7-di(1H-indazol-5-yl)-10-(2-(2-morpholinoethoxy)ethyl)-10H-dipyrido[3,2-b:2',3'-e][1,4]oxazine